[N+]12(CCC(CC1)CC2)CCCS(=O)(=O)[O-] 3-(1-azoniabicyclo[2.2.2]oct-1-yl)propane-1-sulfonate